Acetyl-Azole C(C)(=O)C=1NC=CC1